O=C1NC(CCC1N1C(N(C2=C1C=CC(=C2)C2CCC(CC2)C(=O)O)C)=O)=O (1r,4r)-4-(1-(2,6-dioxopiperidin-3-yl)-3-methyl-2-oxo-2,3-dihydro-1H-benzo[d]imidazol-5-yl)cyclohexane-1-carboxylic acid